methylsilylcarbinol C[SiH2]CO